FC1CN(CCC1NC1=C2C=C(N(C2=CC=C1)CC(F)(F)F)C#CCNC1=C(C=C(C(=O)O)C=C1)OC)C[C@H](COC)O 4-((3-(4-((3-fluoro-1-((R)-2-hydroxy-3-methoxypropyl)piperidin-4-yl)amino)-1-(2,2,2-trifluoroethyl)-1H-indol-2-yl)prop-2-yn-1-yl)amino)-3-methoxybenzoic acid